C1(=CC=CC=CC1)[Ti]C1C=CC=C1 (cycloheptatrienyl)(cyclopentadienyl)titanium